5-(2-chloro-5-(hydroxymethyl)pyridin-3-yl)-2-(2,4-difluoro-5-methoxybenzyl)-7-((2-(methylamino)-1H-imidazol-1-yl)methyl)-3,4-dihydroisoquinolin-1(2H)-one ClC1=NC=C(C=C1C1=C2CCN(C(C2=CC(=C1)CN1C(=NC=C1)NC)=O)CC1=C(C=C(C(=C1)OC)F)F)CO